4-[4-(2-{5-chloro-2-oxo-1,2-dihydrospiro[indole-3,4'-piperidin]-1'-yl}ethoxy)-2-fluorobenzoyl]-1λ6-thiomorpholine-1,1-dione ClC=1C=C2C(=CC1)NC(C21CCN(CC1)CCOC1=CC(=C(C(=O)N2CCS(CC2)(=O)=O)C=C1)F)=O